COC=1C=C(CN(C2=CC(=NC=C2)COCCN2CCOCC2)CC2=CC=C(C=C2)N2CCOCC2)C=CC1 N-(3-methoxybenzyl)-N-(4-morpholinobenzyl)-2-((2-morpholinoethoxy)methyl)pyridin-4-amine